O=C1NCCCC1(C(F)(F)F)NC(OC(C)(C)C)=O tert-butyl (2-oxo-3-(trifluoromethyl)piperidin-3-yl)carbamate